3-((tert-butyldimethylsilyl)oxy)-5-hydroxypentyl 4,4-bis(((Z)-oct-5-en-1-yl)oxy)butanoate C(CCC\C=C/CC)OC(CCC(=O)OCCC(CCO)O[Si](C)(C)C(C)(C)C)OCCCC\C=C/CC